COC1OC2=CC=CC=C2CC1 methoxychromane